C(C)(C)(C)OC(=O)CCCCCCCCCCOC=1C2=CC=CC=C2C(=C2C=CC=CC12)OCCCCCCCCCCC(=O)OC(C)(C)C 9,10-bis(t-butoxycarbonyldecamethyleneoxy)anthracene